NC(C)(C(C(C)(C)N)=O)C 2,4-diamino-2,4-dimethyl-pentane-3-one